C1(CCCCC1)[C@@H](C(=O)N1[C@@H](CCC1)C(=O)F)NC([C@H](C)N(C(OC(C)(C)C)=O)C)=O tert-butyl ((S)-1-(((S)-1-cyclohexyl-2-((S)-2-(fluorocarbonyl)pyrrolidin-1-yl)-2-oxoethyl)amino)-1-oxopropan-2-yl)(methyl)-carbamate